ClC=1C=C2C=C(N=NC2=CC1)C1=C(C=CC=C1)O 2-(6-chlorocinnolin-3-yl)phenol